(3R,4R)-N-{5-chloro-7-[1-(2,2-difluoroethyl)piperidin-4-yl]imidazo[4,3-f][1,2,4]triazin-2-yl}-3-fluoro-1-methanesulfonylpiperidin-4-amine ClC=1N=C(N2N=C(N=CC21)N[C@H]2[C@@H](CN(CC2)S(=O)(=O)C)F)C2CCN(CC2)CC(F)F